COC1=C(C=CC=C1)C1=C(C=NC(=C1)C)C(=O)NC=1SC(=NN1)OCC1=NC=CC2=C1C=NN2 4-(2-methoxyphenyl)-6-methyl-N-(5-(1H-pyrazolo(4,3-c)pyridin-4-ylmethoxy)-1,3,4-thiadiazol-2-yl)pyridine-3-carboxamide